(5-(bis(4-(tert-butyl)phenyl)amino)-2-mercaptophenyl)boronic acid C(C)(C)(C)C1=CC=C(C=C1)N(C=1C=CC(=C(C1)B(O)O)S)C1=CC=C(C=C1)C(C)(C)C